((S)-2-acetamido-3-(1H-indol-3-yl)propionylamino)-5,5-dimethylhexanoic acid C(C)(=O)N[C@H](C(=O)NC(C(=O)O)CCC(C)(C)C)CC1=CNC2=CC=CC=C12